2-(2,6-dioxopiperidin-3-yl)-5-fluoro-6-(4-((1-(4-(1-(4-hydroxyphenyl)-2-phenylbut-1-en-1-yl)phenyl)piperidin-4-yl)methyl)-2,6-dimethylpiperazin-1-yl)isoindoline-1,3-dione O=C1NC(CCC1N1C(C2=CC(=C(C=C2C1=O)F)N1C(CN(CC1C)CC1CCN(CC1)C1=CC=C(C=C1)C(=C(CC)C1=CC=CC=C1)C1=CC=C(C=C1)O)C)=O)=O